O1S(NCCC1)(=O)=O 1,2,3-oxathiazinan-2,2-dioxide